FCCCCS(=O)(=O)F fluorobutanesulfonyl fluoride